FC1=C(OC=2C=CC(=NC2)C(C(=O)N)(C)N2C[C@@H](C(CC2)(F)F)C2=CNC(C(=C2)CN2CCC(CC2)(F)F)=O)C=CC(=C1)F (5-(2,4-difluorophenoxy)pyridin-2-yl)-2-((s)-3-(5-((4,4-difluoropiperidin-1-yl)methyl)-6-oxo-1,6-dihydropyridin-3-yl)-4,4-difluoropiperidin-1-yl)propanamide